COC(=O)N1C(C2(CC1)CN(CC2)CCCOC=2C=C(C=CC2)C2=C(C(=CC=C2)COC2=C(C=C(C(=C2)O)C=O)Cl)C)C(C)(C)C tert-butyl-7-(3-((3'-((2-chloro-4-formyl-5-hydroxyphenoxy)methyl)-2'-methyl-[1,1'-biphenyl]-3-yl)oxy)propyl)-2,7-diazaspiro[4.4]nonane-2-carboxylic acid methyl ester